2-(1-(4'-(hydroxymethyl)-3'-(methylsulfonyl)-[1,1'-biphenyl]-4-yl)-2-isobutyl-1H-imidazol-4-yl)propan-2-ol OCC1=C(C=C(C=C1)C1=CC=C(C=C1)N1C(=NC(=C1)C(C)(C)O)CC(C)C)S(=O)(=O)C